6-(4-chloro-3-isopropyl-3H-imidazo[4,5-c]pyridin-6-yl)-3,3-dimethyl-1-(3-oxocyclobutyl)indolin-2-one ClC1=NC(=CC2=C1N(C=N2)C(C)C)C2=CC=C1C(C(N(C1=C2)C2CC(C2)=O)=O)(C)C